(S)-4-(6-(7,8-dimethyl-3-(trifluoromethyl)-[1,2,4]triazolo[4,3-b]pyridazin-6-yl)-5,6,7,8-tetrahydro-1,6-naphthyridin-3-yl)-2-phenylmorpholine CC1=C(C=2N(N=C1N1CC=3C=C(C=NC3CC1)N1C[C@@H](OCC1)C1=CC=CC=C1)C(=NN2)C(F)(F)F)C